[Si](C)(C)(C(C)(C)C)OC=1C=CC(=NC1)NC(=O)N1CCC(CC1)C1=CC=C(C=C1)OC N-[5-[(tert-butyldimethylsilyl)oxy]pyridin-2-yl]-4-(4-methoxyphenyl)piperidine-1-carboxamide